9-(2-guanidinoethoxy)phenoxazine N(C(=N)N)CCOC=1C=CC=C2OC=3C=CC=CC3NC12